OC(C)C1=CC=C2C(=N1)NC(=C2)C2=NC1=C(N2C)C(=CC(=C1)C(=O)OC)OC methyl 2-(6-(1-hydroxyethyl)-1H-pyrrolo[2,3-b]pyridin-2-yl)-7-methoxy-1-methyl-1H-benzo[d]imidazole-5-carboxylate